(R or S)-5-(2-(5-amino-9-fluoro-7-methoxy-[1,2,4]triazolo[1,5-c]quinazolin-2-yl)ethyl)-1-(3,3-difluorocyclobutyl)-4,5,6,7-tetrahydro-1H-benzo[d][1,2,3]triazol-5-ol NC1=NC=2C(=CC(=CC2C=2N1N=C(N2)CC[C@]2(CC1=C(N(N=N1)C1CC(C1)(F)F)CC2)O)F)OC |o1:16|